FC1=CC=C(C=C1)C(\C=C/C1=CC(=C(C=C1)O)OC)=O (Z)-1-(4-Fluorophenyl)-3-(4-hydroxy-3-methoxyphenyl)prop-2-en-1-one